ClC1=C(N=C(NC1=O)C1=CC(=NC=C1)F)N1CCC2(OCCO2)CC1 5-chloro-4-(1,4-dioxa-8-azaspiro[4.5]decan-8-yl)-2-(2-fluoro-4-pyridinyl)-1H-pyrimidin-6-one